C(=O)C1=CC=C(CC2=CC3=C(N(CN3C)C)C=C2CC2=CC=C(C=C2)C=O)C=C1 5,6-bis(4-formylbenzyl)-1,3-dimethylbenzimidazole